[N+](=O)([O-])C1=CC=C(OP(=O)(OC2=CC=CC=C2)N[C@H](C(=O)OC(CC)CC)C)C=C1 (2S)-pentan-3-yl 2-(((4-nitrophenoxy)(phenoxy)phosphoryl)amino)propanoate